FC(C(=CF)F)(F)F 1,1,1,2,3-pentafluoropropene